tert-butyl 3-[4-[1-(2H-tetrazol-5-yl)cyclopropyl]phenyl]azetidine-1-carboxylate N=1NN=NC1C1(CC1)C1=CC=C(C=C1)C1CN(C1)C(=O)OC(C)(C)C